FC(S(=O)(=O)OCCCOS(=O)(=O)C(F)(F)F)(F)F 1,3-Bis(trifluoromethanesulfonyloxy)propane